(3R)-(+)-3-acetamidopyrrolidine CC(=O)N[C@@H]1CCNC1